1-[1-(2,6-dioxo-1-{[2-(trimethylsilyl)ethoxy]methyl}piperidin-3-yl)-3-methyl-2-oxo-1,3-benzodiazol-4-yl]piperidine-4-carbaldehyde O=C1N(C(CCC1N1C(N(C2=C1C=CC=C2N2CCC(CC2)C=O)C)=O)=O)COCC[Si](C)(C)C